tetradecyl-octadecyl behenate C(CCCCCCCCCCCCCCCCCCCCC)(=O)OC(CCCCCCCCCCCCCCCCC)CCCCCCCCCCCCCC